butyrlactam C1(CCCN1)=O